3-chloro-N-(3-(7-((4-methoxybenzyl)(methyl)amino)-1,6-naphthyridin-3-yl)-4-methylphenyl)-4-(trifluoromethyl)pyridineamide ClC=1C(=NC=CC1C(F)(F)F)C(=O)NC1=CC(=C(C=C1)C)C=1C=NC2=CC(=NC=C2C1)N(C)CC1=CC=C(C=C1)OC